2,6-dimethylpiperidinium hydroxide [OH-].CC1[NH2+]C(CCC1)C